4-((5-(3-chlorophenyl)-4-(4-hydroxypiperidin-1-yl)-7H-pyrrolo[2,3-d]pyrimidin-2-yl)amino)-N-methylbenzenesulfonamide ClC=1C=C(C=CC1)C1=CNC=2N=C(N=C(C21)N2CCC(CC2)O)NC2=CC=C(C=C2)S(=O)(=O)NC